N-(2-((2-methoxyphenyl)amino)-4'-methyl-[4,5'-bithiazol]-2'-yl)acetamide COC1=C(C=CC=C1)NC=1SC=C(N1)C1=C(N=C(S1)NC(C)=O)C